3-(2-methylaziridin-1-yl)propan-2-ol CC1N(C1)CC(C)O